O=C1NC(CCC1N1CC2=CC=C(C=C2C1=O)CNC(O[C@@H]1[C@H]2CC[C@@H](C1)O2)=O)=O |r| rac-(1R,2S,4S)-7-oxabicyclo[2.2.1]heptan-2-yl N-{[2-(2,6-dioxopiperidin-3-yl)-3-oxo-2,3-dihydro-1H-isoindol-5-yl]methyl}carbamate